OC1=C(N(C=CC1=O)C[C@@H](C1=CC2=CC=CC=C2C=C1)O)C (R)-3-hydroxy-1-(2-hydroxy-2-(naphthalen-2-yl)ethyl)-2-methylpyridin-4(1H)-one